C(#N)C=1C=C(C=CC1)C(N1C(NC(CC1=O)(C)C)=[NH2+])[C@H]1[C@@H](C1)C(N[C@H]1[C@@H](C(OC2=CC=CC=C12)(C)C)O)=O [1-[(3-cyanophenyl)-[(1R,2R)-2-[[(3S,4R)-3-hydroxy-2,2-dimethyl-chroman-4-yl]carbamoyl]cyclopropyl]methyl]-4,4-dimethyl-6-oxo-hexahydropyrimidin-2-ylidene]ammonium